N1(C=NC=C1)S(=O)(=O)N1CC(CCC1)=C(C1=CC=C(C=C1)F)C1=CC=C(C=C1)F 1-((1H-imidazol-1-yl)sulfonyl)-3-(bis(4-fluorophenyl)methylene)piperidine